(aminomethyl)-1-methylcyclohexan-1-ol NCC1C(CCCC1)(O)C